FC(=C(C(C(F)(F)F)C(F)(F)F)F)F 1,1,2,4,4,4-hexafluoro-3-(trifluoromethyl)-1-butene